BrC1=C(C2=C(N=CN=C2CO[Si](C)(C)C(C)(C)C)N1C)C1=CC(=C(C=C1)OC1=NC=CC(=N1)C)F 6-bromo-4-(((tert-butyldimethylsilyl)oxy)methyl)-5-(3-fluoro-4-((4-methylpyrimidin-2-yl)oxy)phenyl)-7-methyl-7H-pyrrolo[2,3-d]pyrimidine